BrCCCCCCO[Si](OC(OCC(SCCCCC)CCCCCCCC)CCCCCCC\C=C/CCCCCCCC)(C)C (Z)-19-bromo-10-(heptadec-8-en-1-yl)-12,12-dimethyl-7-octyl-9,11,13-trioxa-6-thia-12-silanonadecane